C(C)(=O)C1=NN(C2=CC=C(C=C12)C=1C=NC(=NC1)C)CC(=O)N1[C@@H](C[C@H](C1)F)C(=O)NC=1C(=C(C=CC1)C1=C(C=CC=C1)Cl)F (2S,4R)-1-(2-(3-acetyl-5-(2-methylpyrimidin-5-yl)-1H-indazol-1-yl)acetyl)-N-(2'-chloro-2-fluorobiphenyl-3-yl)-4-fluoropyrrolidine-2-carboxamide